perfluorophenyl 7-(bicyclo[1.1.1]pentan-1-yl)-6-fluoro-2-oxo-1,2-dihydroquinoline-3-carboxylate C12(CC(C1)C2)C2=C(C=C1C=C(C(NC1=C2)=O)C(=O)OC2=C(C(=C(C(=C2F)F)F)F)F)F